C(#N)C1=C(C=C(C=N1)NC([C@@](COC=1C=NC(=CC1)C#N)(C)O)=O)C(F)(F)F (S)-N-(6-cyano-5-(trifluoromethyl)pyridin-3-yl)-3-((6-cyanopyridin-3-yl)oxy)-2-hydroxy-2-methylpropanamide